stearyl-3,5-di-tert-butyl-4-hydroxybenzylphosphonate C(CCCCCCCCCCCCCCCCC)C(C1=CC(=C(C(=C1)C(C)(C)C)O)C(C)(C)C)P([O-])([O-])=O